FC1=CC=C(C=C1)C(N1C[C@@H](N(C[C@H]1C)C=1C2=C(N(C(N1)=O)C)C=CC(=N2)C#N)C)C21CC(C2)(C1)C(F)(F)F 4-((2s,5r)-4-((4-fluorophenyl)(3-(trifluoromethyl)bicyclo[1.1.1]pent-1-yl)methyl)-2,5-dimethylpiperazin-1-yl)-1-methyl-2-oxo-1,2-dihydropyrido[3,2-d]pyrimidine-6-carbonitrile